tert-butyl 1-((R)-(3-fluoropyridin-4-yl)-(hydroxy)methyl)-4-methyl-7-azabicyclo[2.2.1]heptane-7-carboxylate FC=1C=NC=CC1[C@H](C12CCC(CC1)(N2C(=O)OC(C)(C)C)C)O